COC1=CC=C(C=N1)CN1C2CN(CC1C2)C2=CC=C(C=N2)C=2C=1N(C=CC2)N=CC1C#N 4-(6-(6-((6-methoxypyridin-3-yl)methyl)-3,6-diazabicyclo[3.1.1]heptan-3-yl)pyridine-3-yl)pyrazolo[1,5-a]pyridine-3-carbonitrile